tetratridecyl-4,4'-butylidene-bis(2-tert-butyl-5-methylphenol) diphosphite OP(O)OP(O)O.C(CCCCCCCCCCCC)C(C(C(C1=CC(=C(C=C1C)O)C(C)(C)C)(C1=CC(=C(C=C1C)O)C(C)(C)C)CCCCCCCCCCCCC)(CCCCCCCCCCCCC)CCCCCCCCCCCCC)C